(3-(Methoxy(methyl)amino)-3-oxopropyl)morpholine-4-carboxylate CON(C(CCOC(=O)N1CCOCC1)=O)C